C(CCC)OC(=O)C(C)C=1N=C(NC1)C 1-butoxycarbonylethyl-2-methylimidazole